benzo-2,3,3-thiadiazole N=1SC=C2C1C=CC=C2